chloro(crotyl)(2-dicyclohexylphosphino-2',6'-dimethoxy-1,1'-biphenyl) palladium (II) [Pd+2].ClC1=C(C(=C(C=C1)C1=C(C=CC=C1OC)OC)P(C1CCCCC1)C1CCCCC1)CC=CC